1-Chloro-4-((2-hydroxyethyl)amino)-6-methylpyrido[3,4-d]pyridazin-5(6H)-one ClC1=C2C(=C(N=N1)NCCO)C(N(C=C2)C)=O